NC=1C2=C(N=CN1)N(C=C2C#CC=2C=CC1=C(N=C(O1)C1CC1)C2)[C@@H]2CN(CC2)C(C=C)=O (S)-1-(3-(4-amino-5-((2-cyclopropylbenzo[d]oxazol-5-yl)ethynyl)-7H-pyrrolo[2,3-d]pyrimidin-7-yl)pyrrolidin-1-yl)prop-2-en-1-one